1,2,3,3a,4,5,6,6a-octahydropyrrolo[3,4-c]pyrrole C1NCC2C1CNC2